N-(4-fluorobenzyl)-3-((3,4-difluorophenyl)sulphonamido)-4-(4-isopropylpiperazin-1-yl)benzamide FC1=CC=C(CNC(C2=CC(=C(C=C2)N2CCN(CC2)C(C)C)NS(=O)(=O)C2=CC(=C(C=C2)F)F)=O)C=C1